C(CCCCCCC)OC(CCCCCCBr)CCCCCCCCC 2-(octyloxy)undecyl-5-bromopentane